ClC=1C=C(C=C2C(=C(C=NC12)C#N)N[C@@H](COC)C1=CC=CC=C1)N[C@@H](C=1C=NC=CC1)C=1N=NN(C1)C(C)C 8-chloro-6-(((S)-(1-isopropyl-1H-1,2,3-triazol-4-yl)(pyridin-3-yl)methyl)amino)-4-(((R)-2-methoxy-1-phenylethyl)amino)quinoline-3-carbonitrile